NC1=C2N=CN(C2=NC(=N1)F)[C@H]1C[C@@H]([C@@](O1)(C#C)COC(=O)C1CCCC1)OC(=O)C1CCCC1 (2r,3s,5r)-5-(6-amino-2-fluoro-9H-purin-9-yl)-2-(((cyclopentanecarbonyl) oxy) methyl)-2-ethynyl-tetrahydrofuran-3-ylcyclopentanecarboxylate